4-(((R)-1-(4-bromothiophen-2-yl)ethyl)amino)-7-methoxy-2-methylquinazoline BrC=1C=C(SC1)[C@@H](C)NC1=NC(=NC2=CC(=CC=C12)OC)C